4-[1-(6-bromohexyl)-1H-indol-3-yl]-butyric acid BrCCCCCCN1C=C(C2=CC=CC=C12)CCCC(=O)O